F[C@]1(C=2C=C(C=NC2[C@H](CC1)O)C)C(=O)OC (5R,8S)-methyl 5-fluoro-8-hydroxy-3-methyl-5,6,7,8-tetrahydro-quinoline-5-carboxylate